C(=O)OP(=O)(C1=CC=CC=C1)OC=O phenylphosphoryl diformate